3-indane C1C[In]CC=C1